ClC1=NC(=CC=C1C(=O)NS(=O)(=O)C1=C(C=C(C=C1)OC)OC)N1N=C(C=C1)OCC1(CC1)C(F)(F)F 2-chloro-N-(2,4-dimethoxyphenyl)sulfonyl-6-[3-[[1-(trifluoromethyl)cyclopropyl]methoxy]pyrazol-1-yl]pyridine-3-carboxamide